6-(3-chloropropoxy)-2-(4-(3-chloropropoxy)phenyl)benzo[d]oxazole ClCCCOC1=CC2=C(N=C(O2)C2=CC=C(C=C2)OCCCCl)C=C1